CN(C(=O)N1CCN(CC1)C=1C=2N(C=C(C1)S(NC1(CC1)C)(=O)=O)C(=CN2)C=C)C N,N-dimethyl-4-(6-(N-(1-methylcyclopropyl)sulfamoyl)-3-vinylimidazo[1,2-a]pyridin-8-yl)piperazine-1-carboxamide